C(C)(C)(C)OC(=O)N1CC(C(CC1)=O)=CN(C)C 3-(dimethylaminomethylene)-4-oxo-piperidine-1-carboxylic acid tert-butyl ester